tert-butyl (S)-4-(4-(3-methyl-2,6-dioxopiperidin-3-yl)phenyl)piperazine-1-carboxylate C[C@@]1(C(NC(CC1)=O)=O)C1=CC=C(C=C1)N1CCN(CC1)C(=O)OC(C)(C)C